CO[C@@H]1[C@H](C1)C(=O)NC=1SC2=C(C(=NC=C2C2=CC=CC=C2)OC)N1 (1S,2S)-2-methoxy-N-{4-methoxy-7-phenyl-[1,3]thiazolo[4,5-c]pyridin-2-yl}cyclopropane-1-carboxamide